O=C(/C=C/C(=O)OCC)N(C=1SC=CN1)CCC1=CC=NC=C1 (E)-ethyl 4-oxo-4-((2-(pyridine-4-yl)ethyl)(thiazol-2-yl)amino)but-2-enoate